1-(3-(6-chloro-5-methoxy-1-methyl-3-(1H-pyrazol-4-yl)-1H-pyrrolo[3,2-b]pyridin-2-yl)-1H-1,2,4-triazol-5-yl)-2-methoxy-N,N-dimethylethan-1-amine ClC=1C=C2C(=NC1OC)C(=C(N2C)C2=NNC(=N2)C(COC)N(C)C)C=2C=NNC2